[K+].C(C1=CC(=O)NC(=O)N1)(=O)[O-] Orotic acid potassium salt